The molecule is an imidazolidinone that is parabanic acid substituted by a 2-phenylethyl group at position 1. It has a role as a metabolite. It derives from a parabanic acid. C1=CC=C(C=C1)CCN2C(=O)C(=O)NC2=O